1-[6-({4-[2-amino-6-(m-cyanophenyl)-4-pyrimidinyl]-1H-1,2,3-triazol-1-yl}methyl)-2-pyridinyl]-4-methyl-4-piperidinecarboxylic acid NC1=NC(=CC(=N1)C=1N=NN(C1)CC1=CC=CC(=N1)N1CCC(CC1)(C(=O)O)C)C1=CC(=CC=C1)C#N